C(CCCCC)OC1=CC=C(C(=O)OC2=CC=C(C(=O)O[C@H](C)CCCCCC)C=C2)C=C1 |o1:21| R or S-2-Octyl 4-[4-(Hexyloxy)Benzoyloxy]Benzoate